CC1=C(C(=O)NC2CCN(CC2)C)C=CC=C1 2-methyl-N-(1-methylpiperidin-4-yl)Benzamide